(3S,4R)-4-(5-chloro-2-methyl-pyrazol-3-yl)-N-[3-fluoro-2-(trifluoromethoxy)phenyl]-1-methyl-2-oxo-pyrrolidine-3-carboxamide ClC=1C=C(N(N1)C)[C@@H]1[C@H](C(N(C1)C)=O)C(=O)NC1=C(C(=CC=C1)F)OC(F)(F)F